3-((3-(3-chlorobenzoyl)-2-methyl-2,3-dihydrobenzo[b]thiophen-2-yl)methyl)-4H-chromen-4-one ClC=1C=C(C(=O)C2C3=C(SC2(C)CC2=COC4=CC=CC=C4C2=O)C=CC=C3)C=CC1